ClC1=CC(=C(C=C1)[C@@]1(OC2=C(O1)C=CC=C2C2CCN(CC2)CC=2N(C(=C(N2)C)C(CC(=O)O)O)C[C@H]2OCC2)C)F 3-(2-((4-((S)-2-(4-chloro-2-fluorophenyl)-2-methylbenzo[d][1,3]dioxol-4-yl)piperidin-1-yl)methyl)-4-methyl-1-(((S)-oxetan-2-yl)methyl)-1H-imidazol-5-yl)-3-hydroxypropionic acid